N-((2R,3S)-2-(((cis-4-(2,3,6-trifluorophenyl)cyclohexyl)oxy)methyl)piperidin-3-yl)methanesulfonamide FC1=C(C(=CC=C1F)F)[C@H]1CC[C@H](CC1)OC[C@@H]1NCCC[C@@H]1NS(=O)(=O)C